tert-butyl ((5-cyanothiazol-2-yl)methyl)carbamate C(#N)C1=CN=C(S1)CNC(OC(C)(C)C)=O